2-((3-cyclopropyl-1-methyl-1H-pyrazol-5-yl)sulfonyl)-6-(tetrahydro-2H-pyran-4-yl)-2,6-diazaspiro[3.3]heptane C1(CC1)C1=NN(C(=C1)S(=O)(=O)N1CC2(C1)CN(C2)C2CCOCC2)C